ethyl alpha-hydroxybutanoate OC(C(=O)OCC)CC